8-hydroxy-5-methylquinolin OC=1C=CC(=C2C=CC=NC12)C